N,N'-bis(naphthalene-2-yl)-N,N'-bis(phenyl)benzidine C1=C(C=CC2=CC=CC=C12)N(C1=CC=C(C=C1)C1=CC=C(N(C2=CC=CC=C2)C2=CC3=CC=CC=C3C=C2)C=C1)C1=CC=CC=C1